5-(1H-pyrazol-4-yl)-2-(6-((2,2,6,6-tetra-methylpiperidin-4-yl)-(3,3,3-trifluoropropyl)-amino)pyridazin-3-yl)-phenol N1N=CC(=C1)C=1C=CC(=C(C1)O)C=1N=NC(=CC1)N(CCC(F)(F)F)C1CC(NC(C1)(C)C)(C)C